O[C@H]1C[C@H](N(C1)C(=O)O)C(=O)O (2S,4S)-4-hydroxypyrrolidine-1,2-dicarboxylic acid